(S)-7-((3S,5R)-4-acryloyl-3,5-dimethylpiperazin-1-yl)-10-(4-fluorophenyl)-3-((methoxy-d3)methyl)-9-(trifluoromethyl)-2,3-dihydro-5H-[1,4]thiazino[2,3,4-ij]quinazolin-5-one C(C=C)(=O)N1[C@H](CN(C[C@H]1C)C1=NC(N2C3=C(C(=C(C=C13)C(F)(F)F)C1=CC=C(C=C1)F)SC[C@@H]2COC([2H])([2H])[2H])=O)C